C[Si]1(O[Si](CN(C1)CCN)(C)C)C 2,2,6,6-tetramethyl-1-oxa-4-aza-2,6-disilacyclohexane-4-ethanamine